ClC1=NC=C(C(=O)NC[C@H](C(C)(C)O)F)C(=C1)NC1CCC(CC1)C=1OC(=NN1)C(F)F 6-chloro-4-(((1R,4R)-4-(5-(difluoromethyl)-1,3,4-oxadiazol-2-yl)cyclohexyl)amino)-N-((R)-2-fluoro-3-hydroxy-3-methylbutyl)nicotinamide